C(#C)[N] ethynyl-nitrogen